C1N(CC[C@@]12CNCC2)C2=CC=C(C=C2)N2C(NC(CC2)=O)=O (S)-1-(4-(2,7-diazaspiro[4.4]nonan-2-yl)phenyl)dihydropyrimidine-2,4(1H,3H)-dione